[C@@H]12C=C[C@@H](CC1)C2 cis-norbornene